C12(CC3CC(CC(C1)C3)C2)C=2C=C(C=CC2OCOCCOC)C=2C=C3C=CC(=CC3=CC2)C(=O)OC Methyl 6-(3-(adamantan-1-yl)-4-((2-methoxyethoxy)methoxy)phenyl)-2-naphthoate